trans-4-((4-(2-Cyclopropyloxazol-4-yl)-pyridine-2-yl)((trans-4-(5-methoxy-6-methylpyridin-2-yl)-cyclohexyl)methyl)-carbamoyl)cyclohexyl azetidine-1-carboxylate N1(CCC1)C(=O)O[C@@H]1CC[C@H](CC1)C(N(C[C@@H]1CC[C@H](CC1)C1=NC(=C(C=C1)OC)C)C1=NC=CC(=C1)C=1N=C(OC1)C1CC1)=O